tert-butyl (R)-4-(2-fluoropyridin-4-yl)-2-methylpiperazine-1-carboxylate FC1=NC=CC(=C1)N1C[C@H](N(CC1)C(=O)OC(C)(C)C)C